ClC1=CC2=C(C=N1)NC(N2CC2CCOCC2)=O 6-chloro-1-((tetrahydro-2H-pyran-4-yl)methyl)-1,3-dihydro-2H-imidazo[4,5-c]Pyridin-2-one